C(C(=C)C)(=O)OCC(COC(CCl)=O)O 3-chloroacetoxy-2-hydroxypropyl methacrylate